2,2'-dimethyl-[1,1'-biphenyl]-4,4'-diamine CC1=C(C=CC(=C1)N)C1=C(C=C(C=C1)N)C